C(C)(=O)O.CCCC=C Pent-4-ene acetate